2-(2-(2-iodoethoxy)ethoxy)isoindoline-1,3-dione ICCOCCON1C(C2=CC=CC=C2C1=O)=O